BrC1=C(C2=C(C(N3[C@@H](CO2)CN(CC3)C(=O)[O-])=O)C=C1OC)Cl (12aR)-9-bromo-10-chloro-8-methoxy-6-oxo-3,4,12,12a-tetrahydro-6H-pyrazino[2,1-c][1,4]benzoxazepine-2(1H)-carboxylate